1-(2-(benzo[d]oxazol-2-ylamino)-1-methyl-1H-benzo[d]imidazol-5-yl)-2,2,2-trifluoroethan-1-one O1C(=NC2=C1C=CC=C2)NC2=NC1=C(N2C)C=CC(=C1)C(C(F)(F)F)=O